C(#N)[C@@]1(CC12CC2)C=2C=C1C=C(N=CC1=CC2)NC(=O)[C@@H]2[C@H](C2)C2=NN(C=C2)C (1S,2S)-N-(6-((R)-1-cyanospiro[2.2]pentan-1-yl)isoquinolin-3-yl)-2-(1-methyl-1H-pyrazol-3-yl)cyclopropane-1-carboxamide